C(C1=CC=CC=C1)OC(=O)NC=1SC=C(N1)/C(/C(=O)OCC)=N/OCCNC(OC(C)(C)C)=O ethyl (Z)-2-(2-(((benzyloxy)carbonyl)amino)thiazol-4-yl)-10,10-dimethyl-8-oxo-4,9-dioxa-3,7-diazaundec-2-enoate